5-fluoro-N-((1s,3s)-3-fluorocyclobutyl)-N-isopropylbenzamide FC=1C=CC=C(C(=O)N(C(C)C)C2CC(C2)F)C1